C(C)OC(=O)C1=CC(=NN1C)C1=CC=C(C=C1)C#N (4-cyanophenyl)-1-methyl-1H-pyrazole-5-carboxylic acid ethyl ester